N1NC=C2C1=NC=NC2=O 1H-pyrazolo[3,4-d]pyrimidin-4(2H)-one